N4-isopropyl-N2-(2-methoxy-4-(morpholinosulfonyl)phenyl)-7H-pyrrolo[2,3-d]pyrimidine-2,4-diamine 2,2,2-trifluoroacetate FC(C(=O)O)(F)F.C(C)(C)NC=1C2=C(N=C(N1)NC1=C(C=C(C=C1)S(=O)(=O)N1CCOCC1)OC)NC=C2